FC1=C(OCC2(CC2)C#N)C=CC(=C1)C1=NC(=NC=C1C)NC=1C=NN(C1)CCOC 1-((2-fluoro-4-(2-((1-(2-methoxyethyl)-1H-pyrazol-4-yl)amino)-5-methylpyrimidin-4-yl)phenoxy)methyl)cyclopropanecarbonitrile